N-[5-[3-[[(2R)-1-(cyanomethyl)azetidin-2-yl]methoxy]-5-methyl-isoxazol-4-yl]pyrazolo[1,5-a]pyridin-2-yl]cyclopropanecarboxamide C(#N)CN1[C@H](CC1)COC1=NOC(=C1C1=CC=2N(C=C1)N=C(C2)NC(=O)C2CC2)C